2-methoxy-aniline-N,N-diacetic acid COC1=C(N(CC(=O)O)CC(=O)O)C=CC=C1